FC1=CC=C(C(=O)N2CCN(CC2)CC(=O)N2CCCC23C(NC2=CC=CC=C2C3)=O)C=C1 1-(2-(4-(4-fluorobenzoyl)piperazin-1-yl)acetyl)-1',4'-dihydro-2'H-spiro[pyrrolidine-2,3'-quinoline]-2'-one